7-methyl-8-nitro-2-(4-(3-phenyl-1,2,4-oxadiazol-5-yl)piperazin-1-yl)-6-(trifluoromethyl)-4H-benzo[e][1,3]thiazin-4-one CC1=C(C2=C(C(N=C(S2)N2CCN(CC2)C2=NC(=NO2)C2=CC=CC=C2)=O)C=C1C(F)(F)F)[N+](=O)[O-]